COC(=O)C1=CN=C(S1)N1N=C(N=C1[C@H](C)NC(C1=CC(=CC(=C1)C(F)(F)F)C(F)(F)F)=O)C 2-(5-{(1S)-1-[3,5-bis(trifluoromethyl)benzoylamino]Ethyl}-3-methyl-1H-1,2,4-triazol-1-yl)-1,3-thiazole-5-carboxylic acid methyl ester